C[C@@H]1CN(C[C@H](C1)C)CC=1C=C(C=C(C1)C)N1C(C2=CC(=CC=C2C1)C1(COC1)CC1=NN=CN1C)=O 2-(3-(((3S,5S)-3,5-Dimethylpiperidin-1-yl)methyl)-5-methylphenyl)-6-(3-((4-methyl-4H-1,2,4-triazol-3-yl)methyl)oxetan-3-yl)isoindolin-1-one